C(CC)SC=1NC(C2=C(N1)NC(CC2C2=CC=C(C=C2)OCC2=CC=CC=C2)=O)=O 2-propylmercapto-5-(4-benzyloxyphenyl)-5,6-dihydropyrido[2,3-d]pyrimidine-4,7(3H,8H)-dione